N-ethyl-6-{3-[(3R)-3-fluoropyrrolidin-1-yl]propoxy}-7-methoxy-1,2,3,4-tetrahydroacridin C(C)N1C2CCCCC2=CC2=CC(=C(C=C12)OCCCN1C[C@@H](CC1)F)OC